CN([C@@H]1[C@@H](CC1)COC1=NC2=C(C(=CC=C2C(=N1)N1CC2CCC(C1)N2C(=O)OC(C)(C)C)C2=CC(=CC1=CC=CC=C21)O)F)C tert-butyl 3-[2-[[cis-2-(dimethylamino)cyclobutyl]methoxy]-8-fluoro-7-(3-hydroxy-1-naphthyl)quinazolin-4-yl]-3,8-diazabicyclo[3.2.1]octane-8-carboxylate